methyl (E)-5-bromo-4-(2-(dimethylamino) vinyl)-2-methoxy-3-nitrobenzoate BrC=1C(=C(C(=C(C(=O)OC)C1)OC)[N+](=O)[O-])\C=C\N(C)C